NC1=C(NC/C=C/CNC2=C(OCCCN3CCN(CC3)C(=O)OC(C)(C)C)C=C(C=C2[N+](=O)[O-])C(N)=O)C(=CC(=C1)C(N)=O)OC tert-butyl 4-[3-[2-[[(E)-4-(2-amino-4-carbamoyl-6-methoxy-anilino)but-2-enyl] amino]-5-carbamoyl-3-nitro-phenoxy]propyl]piperazine-1-carboxylate